3,4,5-trimethoxy-[1,1'-biphenyl]-2-carbaldehyde COC1=C(C(=CC(=C1OC)OC)C1=CC=CC=C1)C=O